[Si](C)(C)(C(C)(C)C)OC=1C(=C(N)C(=CC1)C)C 3-[tert-Butyl(dimethyl)silyl]oxy-2,6-dimethyl-aniline